ethynyl(phenyl)iodonium tetrafluoroborate F[B-](F)(F)F.C(#C)[I+]C1=CC=CC=C1